N1C(NC(NC1=NN)=NN)=NN 1,3,5-triazine-2,4,6(1h,3h,5h)-trione trihydrazone